6-Hydroxy-2,4,5-triaminopyrimidine sulfate S(=O)(=O)(O)O.OC1=C(C(=NC(=N1)N)N)N